C12CN(C(CC1)CC2)C(=O)C2=CC(=C(C=C2)C2=NC=1C=CNC(C1C(=C2)NC2=NC=C(C=C2)N2CCN(CC2)C)=O)F 2-[4-(3-azabicyclo[2.2.2]octane-3-carbonyl)-2-fluoro-phenyl]-4-[[5-(4-methyl-piperazin-1-yl)-2-pyridyl]amino]-6H-1,6-naphthyridin-5-one